1-(5-tert-butyl-isoxazol-3-yl)-3-[4-(5-fluoro-benzoimidazol-1-yl)-phenyl]-urea C(C)(C)(C)C1=CC(=NO1)NC(=O)NC1=CC=C(C=C1)N1C=NC2=C1C=CC(=C2)F